C(=O)=C1C(C=CC(C(C=C1)=C=O)=C=O)=C=O.[W] tungsten tetracarbonyl-(1,5-cyclooctadiene)